N-(1-{[(2R)-1-[3a-benzyl-2-(cyclopropylmethyl)-3-oxo-4H,6H,7H-pyrazolo[4,3-c]pyridin-5-yl]-3-(benzyloxy)-1-oxopropan-2-yl]carbamoyl}-1-methylethyl)carbamic acid tert-butyl ester C(C)(C)(C)OC(NC(C)(C)C(N[C@@H](C(=O)N1CC2(C(CC1)=NN(C2=O)CC2CC2)CC2=CC=CC=C2)COCC2=CC=CC=C2)=O)=O